C(C1=CC=CC=C1)(=O)OC1=C(C=CC=C1)CC(=O)Cl 2-(2-chloro-2-oxoethyl)phenyl benzoate